C(C1=CC=CC=C1)OC1=C(N2C(C3=C(C(=CC=C13)Br)Cl)=NC=N2)C(=O)OC Methyl 6-(benzyloxy)-9-bromo-10-chloro-[1,2,4]triazolo[5,1-a]isoquinoline-5-carboxylate